COC(=O)C1=CC=C2/C(/C(N(C2=C1)C(=O)NN)=O)=C(\C1=CC=CC=C1)/NC1=CC=C(C=C1)N(C(CN1CCN(CC1)C)=O)C (3Z)-1-(hydrazinocarbonyl)-3-[[4-[methyl-[2-(4-methylpiperazin-1-yl)acetyl]amino]anilino]-phenyl-methylene]-2-oxo-indole-6-carboxylic acid methyl ester